BrC1=CC(=C(C=N1)C(=O)OC)C1=C(C=CC=C1)OC methyl 6-bromo-4-(2-methoxyphenyl)pyridine-3-carboxylate